3-(chloromethyl)-5-(methylsulfonyl)-benzoic acid, methyl ester ClCC=1C=C(C(=O)OC)C=C(C1)S(=O)(=O)C